2,3,6,7,10,11-hexa-aminotriphenylene NC1=CC=2C3=CC(=C(C=C3C3=CC(=C(C=C3C2C=C1N)N)N)N)N